ClC1=NC=C(C=C1S(=O)(=O)N=CN(C)C)N=C(C1=CC=CC=C1)C1=CC=CC=C1 2-chloro-N-[(dimethylamino)methylidene]-5-[(diphenylmethylidene)amino]pyridine-3-sulfonamide